ClC=1C=C(C(=O)OC)C=CC1CC#N methyl 3-chloro-4-(cyanomethyl)benzoate